CC1=CC=CC(=N1)COCC1=NOCC1 3-(((6-methylpyridin-2-yl)methoxy)methyl)-4,5-dihydroisoxazole